1,3,3-trimethyl-2-oxabicyclo[2.1.1]hexane-4-carboxylic acid CC12OC(C(C1)(C2)C(=O)O)(C)C